(S)-isothiazolidine-3-formic acid 1,1-dioxide S1(N[C@@H](CC1)C(=O)O)(=O)=O